glycerin acrylate (methacrylate) C(C(=C)C)(=O)O.C(C=C)(=O)O.OCC(O)CO